(S)-2-(4-bromo-2-fluorophenyl)-1-(4-((5R,7S)-7-hydroxy-5-methyl-6,7-dihydro-5H-cyclopenta[d]pyrimidin-4-yl)piperazin-1-yl)-3-(isopropylamino)propan-1-one BrC1=CC(=C(C=C1)[C@H](C(=O)N1CCN(CC1)C=1C2=C(N=CN1)[C@H](C[C@H]2C)O)CNC(C)C)F